NC1=NC=NC(=N1)C1=CC(=CC=C1)F 4-amino-6-(3-fluorophenyl)-1,3,5-triazine